Ethyl (E)-4-((4-chloro-3-cyclopropylphenyl) (methyl) amino)-4-oxobut-2-enoate ClC1=C(C=C(C=C1)N(C(/C=C/C(=O)OCC)=O)C)C1CC1